thieno[3,2-b]pyridine-3-carboxamide trifluoroacetate salt FC(C(=O)O)(F)F.S1C=C(C2=NC=CC=C21)C(=O)N